4-Chloropyridin-hydrochlorid Cl.ClC1=CC=NC=C1